C1(=CC(=CC=C1)OCC1OC1)OCC1OC1 2,2'-[1,3-phenyleneBis(oxymethylene)]dioxirane